ClC=1C=C(C=CC1F)N(C(\C=C/C(=O)OCC)=O)C(C)C ethyl (Z)-4-((3-chloro-4-fluorophenyl) (isopropyl) amino)-4-oxobut-2-enoate